CN1N=C2C(=CC(=CC2=C1)NC(=O)C1=CC=C(C2=CN(N=C12)C)N1CCN(CC1)C(=O)OC(C)(C)C)C tert-butyl 4-{7-[(2,7-dimethylindazol-5-yl)carbamoyl]-2-methylindazol-4-yl}piperazine-1-carboxylate